6-(4-((4-(1H-pyrazol-4-yl)phenyl)-amino)-thieno[3,2-d]pyrimidin-2-yl)-N-isopropyl-1H-indole-2-carboxamide N1N=CC(=C1)C1=CC=C(C=C1)NC=1C2=C(N=C(N1)C1=CC=C3C=C(NC3=C1)C(=O)NC(C)C)C=CS2